C(C)S(=O)(=O)O 1-ethylsulfonic acid